[Cl-].C(CCCCCCCCCCCCCCC)[N+](CC1=CC=C(C=C1)NC(C=CC(=O)O)=O)(C)C hexadecyldimethyl-(p-3-carboxyacrylamidobenzyl)ammonium chloride